O=C1NC([C@H](N1)CC=1N=NN(C1)[C@H](C(=O)O)C)=O (S)-2-(4-(((R)-2,5-dioxoimidazolidin-4-yl)methyl)-1H-1,2,3-triazol-1-yl)propanoic acid